N[C@@]1([C@@H]2[C@]([C@@H]2C[C@H]1OCC1=CC=C(C=C1)F)(C(=O)O)F)C(=O)O[C@@H](C)OC(C1=CC=CC=C1)=O (1R,2R,3R,5R,6R)-2-amino-2-{[(1S)-1-(benzoyloxy)ethoxy]carbonyl}-6-fluoro-3-[(4-fluorophenyl)methoxy]bicyclo[3.1.0]hexane-6-carboxylic acid